9-(4-chloro-6-(dibenzo[b,d]furan-2-yl)-1,3,5-triazin-2-yl)-9H-carbazole ClC1=NC(=NC(=N1)C1=CC2=C(OC3=C2C=CC=C3)C=C1)N1C3=CC=CC=C3C=3C=CC=CC13